(5-(5-(2,3-dihydro-1H-inden-4-yl)-6-methoxy-1H-pyrazolo[4,3-b]pyridin-3-yl)pyridin-2-yl)-1-(2-hydroxyacetyl)piperidine-4-carbonitrile C1CCC2=C(C=CC=C12)C1=C(C=C2C(=N1)C(=NN2)C=2C=CC(=NC2)C2N(CCC(C2)C#N)C(CO)=O)OC